3-(3-(3-methyl-2-oxoimidazolidin-1-yl)piperidin-1-yl)-1,2,4-triazin-6-carboxamide CN1C(N(CC1)C1CN(CCC1)C=1N=NC(=CN1)C(=O)N)=O